COC(=O)C1=C(N(C=2N=C(N=C(C21)C=2C=NN(C2N(C(=O)OC(C)(C)C)C(=O)OC(C)(C)C)C)C)C2=C(C(=CC=C2C)OC)C)Cl 4-[5-[di(tert-butoxycarbonyl)amino]-1-methyl-pyrazol-4-yl]-6-chloro-7-(3-methoxy-2,6-dimethyl-phenyl)-2-methyl-pyrrolo[2,3-d]pyrimidine-5-carboxylic acid methyl ester